(3-(chroman-6-yl)-1H-pyrrolo[2,3-b]pyridin-5-yl)(3-methyl-3,8-diazabicyclo[3.2.1]octan-8-yl)methanone O1CCCC2=CC(=CC=C12)C1=CNC2=NC=C(C=C21)C(=O)N2C1CN(CC2CC1)C